OC(=O)C1(C2C=CC(C1)C2)CC(=O)OC2CCCCC2 2-hydroxycarbonyl-2-cyclohexyloxycarbonylmethylbicyclo[2.2.1]Hept-5-ene